S(C)(=O)(=O)O.O(C1=CC=CC=C1)C1=CC=C(C=C1)C1=NN(C2=NC=NC(=C21)N)C2CNCCC2 3-(4-phenoxyphenyl)-1-(piperidine-3-yl)-1H-pyrazolo[3,4-D]pyrimidine-4-amine mesylate